mercapto-urea SNC(=O)N